C(=O)C1=C2CC(CN(C2=CC=C1)C1=CC=C(C=C1)C(F)(F)F)NC(OC(C)(C)C)=O tert-butyl (5-formyl-1-(4-(trifluoromethyl)phenyl)-1,2,3,4-tetrahydroquinolin-3-yl)carbamate